C(C)C=1C(NC=2C=C(C=NC2C1)CN1[C@H](CN(CC1)C=1C=CC(=NC1)C(=O)NC([2H])([2H])[2H])C)=O (S)-5-(4-((7-Ethyl-6-oxo-5H-1,5-naphthyridin-3-yl)methyl)-3-methylpiperazin-1-yl)-N-(methyl-d3)pyridine-2-carboxamide